S(=O)(=O)(OCCC(F)(F)CC(F)F)[O-] (2,2-difluoroethyl)(3,3-difluoropropyl) sulfate